p-dinitrobenzene C1=CC(=CC=C1[N+](=O)[O-])[N+](=O)[O-]